C(CCC)[C@H]1CS(C2=C(N(C1)C1=CC=C(C=C1)F)C=C(C(=C2)O\C=C(\C(=O)OCC)/F)SC)(=O)=O |r| racemic-ethyl (Z)-3-((3-butyl-5-(4-fluorophenyl)-7-(methylthio)-1,1-dioxido-2,3,4,5-tetrahydro-1,5-benzothiazepin-8-yl)oxy)-2-fluoroacrylate